(S)-1-[2-(Benzo[d]isoxazol-3-yl)phenyl]-2-(3-methyl-5-cyanopyridin-2-yl)ethan-1-amine O1N=C(C2=C1C=CC=C2)C2=C(C=CC=C2)[C@H](CC2=NC=C(C=C2C)C#N)N